10-[2-({[(2S,4R)-1-[(2S)-2-[(1-fluorocyclopropyl)formamido]-3,3-dimethylbutanoyl]-4-hydroxypyrrolidin-2-yl]formamido}methyl)-5-(4-methyl-1,3-thiazol-5-yl)phenoxy]decanoic acid FC1(CC1)C(=O)N[C@H](C(=O)N1[C@@H](C[C@H](C1)O)C(=O)NCC1=C(OCCCCCCCCCC(=O)O)C=C(C=C1)C1=C(N=CS1)C)C(C)(C)C